ClC=1C=C(C=C(C1)OC)N(C(=O)C1C(=NN(C1=O)C1=CC=C(C=C1)OC(F)F)C)C N-(3-chloro-5-methoxy-phenyl)-1-[4-(difluoromethoxy)phenyl]-N,3-dimethyl-5-oxo-4H-pyrazole-4-carboxamide